OC1CC2CCC(C1)N2C(=O)C2=CC1=C(C=N2)C=NN1 (3-endo-hydroxy-8-azabicyclo[3.2.1]octan-8-yl)-(1H-pyrazolo[4,3-c]pyridin-6-yl)methanone